CN(C1=NC2=CC(=C(C=C2C=C1)C1=CN=C(O1)[C@H](CCCCCC(CC)=O)NC(=O)C1=NOC2(C1)CCN(CC2)C)OC)C (S)-N-(1-(5-(2-(dimethylamino)-7-methoxyquinolin-6-yl)oxazol-2-yl)-7-oxononyl)-8-methyl-1-oxa-2,8-diazaspiro[4.5]dec-2-ene-3-carboxamide